CC1(N(CC(NC1)=O)C(=O)OC(C)(C)C)C tert-Butyl 2,2-dimethyl-5-oxopiperazine-1-carboxylate